3-benzyl-1-(trans-4-((5-cyanopyridin-2-yl)amino)cyclohexyl)-1-(4-(pyridin-3-yl)phenyl)urea methanesulfonate CS(=O)(=O)O.C(C1=CC=CC=C1)NC(N(C1=CC=C(C=C1)C=1C=NC=CC1)[C@@H]1CC[C@H](CC1)NC1=NC=C(C=C1)C#N)=O